3,7-dimethyl-2,6-octadien acetate C(C)(=O)O.CC(=CC)CCC=C(C)C